N1=C(C=CC=C1)CN(C1O[C@@H]([C@H](C([C@H]1O)O)O)CO)CC1=NC=CC=C1 (3R,5S,6R)-2-(bis(pyridin-2-ylmethyl)amino)-6-(hydroxymethyl)tetrahydro-2H-pyran-3,4,5-triol